C(C=C)N1C(=O)C2C3(C=CC(C2C1=O)C3)CC(C)=C N-allyl-methallylbicyclo[2.2.1]hept-5-ene-2,3-dicarboximide